ClC1=C(CNC(=O)[C@]2(C=3C=CC=NC3[C@@](CC2)(CN2CC(C2)OC)O)F)C=CC(=C1)F |o1:7,14| (5S*,8R*)-N-(2-chloro-4-fluorobenzyl)-5-fluoro-8-hydroxy-8-((3-methoxyazetidin-1-yl)methyl)-5,6,7,8-tetrahydroquinoline-5-carboxamide